F[C@@H]1C[C@H](N(C1)C(CC1=C(N=NN1)N1CCN(CC1)C(=O)OC(C)(C)C)=O)C(N[C@@H](C1=CC=CC=C1)C1=CC(=C(C=C1)C(C)C)F)=O tert-butyl 4-(5-{2-[(2S,4R)-4-fluoro-2-{[(S)-[3-fluoro-4-(propan-2-yl)phenyl](phenyl)methyl] carbamoyl}pyrrolidin-1-yl]-2-oxoethyl}-1H-1,2,3-triazol-4-yl)piperazine-1-carboxylate